N[C@@H](CCC1=CNC=N1)C(=O)O L-Homohistidine